(6aR)-6,6,9-trimethyl-3-pentyl-6a,7,8,10a-tetrahydro-6H-benzo-[c]chromen-1-ol CC1(OC=2C=C(C=C(C2C2[C@H]1CCC(=C2)C)O)CCCCC)C